ClC1=C(C(=CC=C1)C)C=1N=C2C=3C=C(C=NC3C=CN2C1CO)C=1C=NN(C1)C1CCN(CC1)C(COC)=O 1-(4-(4-(2-(2-Chloro-6-methylphenyl)-3-(hydroxymethyl)imidazo[2,1-f][1,6]naphthyridin-9-yl)-1H-pyrazol-1-yl)piperidin-1-yl)-2-methoxyethan-1-one